5-[(acetyloxy)methoxy]-6-chloro-2-methyl-4-(2-methyl-1-naphthalenyl)-3(2H)-pyridazinone C(C)(=O)OCOC1=C(C(N(N=C1Cl)C)=O)C1=C(C=CC2=CC=CC=C12)C